COC(=O)CC(C(CC(=O)OC)C(=O)OC)C(=O)OC 1,2,3,4-butanetetracarboxylic acid tetramethyl ester